ClC1=C(C=NC2=C(C(=CC=C12)F)C1=CC(=CC(=C1)Cl)Cl)C(=O)N[C@H]1CCOC2=CC=CC=C12 (S)-4-chloro-N-(chroman-4-yl)-8-(3,5-dichlorophenyl)-7-fluoroquinoline-3-carboxamide